[Mo](=S)=S molybdenum di-sulphide